C(C)(=O)NCCCN1C2=CC=CC=3C=C(N(CC1)C32)C3=NC2=C(N3C)C(=CC(=C2)C(=O)OC)OC methyl 2-[9-(3-acetamidopropyl)-1,9-diazatricyclo[6.3.1.04,12]dodeca-2,4(12),5,7-tetraen-2-yl]-7-methoxy-1-methyl-benzimidazole-5-carboxylate